C(CCCCCCCCCCCCCCCCC)(=O)C(OP(OC[C@@H](CO)O)(=O)O)C[N+](C)(C)C stearoyl-SN-glycero-3-phosphorylcholine